FC1=C(C(=CC(=C1)C(NC)=O)F)C=1N=C2N(C=CC(=C2)C)C1CC1OCCCN(C1)C(=O)OC methyl 2-((2-(2,6-difluoro-4-(methylcarbamoyl) phenyl)-7-methylimidazo[1,2-a]pyridin-3-yl) methyl)-1,4-oxaazepane-4-carboxylate